α-D-glucopyranosyl-(1->6)-α-D-glucopyranosyl-(1->6)-D-glucose [C@H]1([C@H](O)[C@@H](O)[C@H](O)[C@H](O1)CO)OC[C@@H]1[C@H]([C@@H]([C@H]([C@H](O1)OC[C@H]([C@H]([C@@H]([C@H](C=O)O)O)O)O)O)O)O